4-Chloro-[1,1'-biphenyl]-3,3'-dicarboxylic acid ClC1=C(C=C(C=C1)C1=CC(=CC=C1)C(=O)O)C(=O)O